N-[(2S)-5-[[(1R,2S)-2-(4-fluorophenyl)cyclopropyl]amino]-1-[2-oxa-6-azaspiro[3.3]heptan-6-yl]-1-oxopentan-2-yl]-4-(pyrimidin-2-yl)benzamide FC1=CC=C(C=C1)[C@H]1[C@@H](C1)NCCC[C@@H](C(=O)N1CC2(COC2)C1)NC(C1=CC=C(C=C1)C1=NC=CC=N1)=O